6-((1-((difluoromethyl)sulfonyl)cyclopropyl)methyl)-1-methyl-7-oxo-4,5,6,7-tetrahydro-1H-pyrazolo[3,4-c]pyridine-3-carboxamide FC(S(=O)(=O)C1(CC1)CN1C(C2=C(CC1)C(=NN2C)C(=O)N)=O)F